2-(azidomethyl)-7-bromo-5-cyclopropylpyrazolo[1,5-a]pyridine N(=[N+]=[N-])CC1=NN2C(C=C(C=C2Br)C2CC2)=C1